FC1=CC=C(O[C@@H]2[C@@](CN(C2)S(=O)(=O)C2=C(C#N)C=C(C=C2)C(F)(F)F)(CO)O)C=C1 2-(((3R,4S)-4-(4-fluorophenoxy)-3-hydroxy-3-(hydroxymethyl)pyrrolidin-1-yl)sulfonyl)-5-(trifluoromethyl)benzonitrile